3,3,3-trifluoropropylmethyldimethoxysilylchlorosilane FC(CC[SiH](Cl)[Si](OC)(OC)C)(F)F